3-cyclopropyl-5-(4-((5-(4-(methylsulfonyl)phenyl)thiazolo[5,4-b]pyridin-2-yl)oxy)piperidin-1-yl)-1,2,4-oxadiazole C1(CC1)C1=NOC(=N1)N1CCC(CC1)OC=1SC2=NC(=CC=C2N1)C1=CC=C(C=C1)S(=O)(=O)C